N1=CC(=CC=C1)C1=NNC=C1C1=NC(=NC=C1)NC1=CC=C(C=C1)N1CCN(CC1)C(=O)OC(C)(C)C tert-Butyl 4-(4-((4-(3-(pyridin-3-yl)-1H-pyrazol-4-yl)pyrimidin-2-yl)amino)phenyl)piperazine-1-carboxylate